3-(1-((4-methyl-4H-1,2,4-triazol-3-yl)thio)ethyl)-N-(pyridin-2-yl)benzamide CN1C(=NN=C1)SC(C)C=1C=C(C(=O)NC2=NC=CC=C2)C=CC1